COC[C@@H](C)NC=1C=C(C=CC1[N+](=O)[O-])C=1C=C(C(N(C1)C)=O)C (R)-5-(3-((1-methoxypropan-2-yl)amino)-4-nitrophenyl)-1,3-dimethylpyridin-2(1H)-one